2-(dibenzo[b,d]thiophene-4-ylmethylene)-6-hydroxy-2,3-dihydro-1H-inden-1-one C1=CC=C(C=2SC3=C(C21)C=CC=C3)C=C3C(C2=CC(=CC=C2C3)O)=O